NC1=C2C(=NC=N1)N(N=C2C2=CC(=C(C=C2)F)O)CC2=NC1=CC=CC(=C1C(N2CC2=C(C=CC=C2)Cl)=O)C#C 2-((4-Amino-3-(4-fluoro-3-hydroxyphenyl)-1H-pyrazolo[3,4-d]pyrimidin-1-yl)methyl)-3-(2-chlorobenzyl)-5-ethynyl-quinazolin-4(3H)-one